N1=NC(C=2C1=NC=NC2)=O pyrazolo[3,4-d]Pyrimidine-3-one